Sulfonyl-Piperidine S(=O)(=O)=C1NCCCC1